C(C)(C)OC(N[C@@H]1CC[C@H](CC1)C=1SC(=CN1)C1=C(C=C(C=C1)NC=1NC=CN1)S(N)(=O)=O)=O Trans-N-[4-[5-[4-(1H-imidazol-2-ylamino)-2-sulfamoyl-phenyl]thiazol-2-yl]cyclohexyl]carbamic acid isopropyl ester